BrC=1C2=C(C=3C(=NC(=NC3C1F)N1CC(C1)(N(C)C)C)Cl)COC2 1-(6-Bromo-1-chloro-5-fluoro-7,9-dihydrofuro-[3,4-f]quinazolin-3-yl)-N,N,3-trimethylazetidin-3-amine